ethyl 2-(2-(dimethylamino)-5-ethyl-7-oxo-6-(piperazin-1-yl)-[1,2,4]triazolo[1,5-a]pyrimidin-4(7H)-yl)acetate CN(C1=NN2C(N(C(=C(C2=O)N2CCNCC2)CC)CC(=O)OCC)=N1)C